CC1=CC=C(NC=2C=C3C(C(=O)NC3=O)=CC2NC2=CC=C(C=C2)C)C=C1 4,5-Bis[4-methylanilino]phthalimide